FC=1C=C(C=CC1)C=1C(=CN(C1)S(=O)(=O)C1=CC=C(C)C=C1)S(=O)(=O)Cl 4-(3-fluorophenyl)-1-tosyl-1H-pyrrole-3-sulfonyl chloride